3-chloro-5-[2-(3-{[4-(1-hydroxy-2-methylpropan-2-sulfonyl)phenoxy]methyl}-4-methylpyrrolidin-1-yl)ethyl]benzonitrile ClC=1C=C(C#N)C=C(C1)CCN1CC(C(C1)C)COC1=CC=C(C=C1)S(=O)(=O)C(CO)(C)C